O.C(\C=C\C(=O)O)(=O)O fumarate hydrate